NC=1C2=C(N=CN1)C(=CS2)[C@H]2[C@@H]([C@@H]([C@](O2)(CO)N=[N+]=[N-])O)Cl (2R,3R,4R,5S)-5-(4-aminothieno[3,2-d]pyrimidin-7-yl)-2-azido-4-chloro-2-(hydroxymethyl)tetrahydrofuran-3-ol